1-(p-methoxyphenyl)-1-propanol COC1=CC=C(C=C1)C(CC)O